Methyl (2-((S)-1-(2,3-difluorobenzyl)-5-oxopyrrolidin-2-yl)acetyl)-L-valyl-L-leucinate FC1=C(CN2[C@@H](CCC2=O)CC(=O)N[C@@H](C(C)C)C(=O)N[C@@H](CC(C)C)C(=O)OC)C=CC=C1F